2-(Trimethylsilyl)ethyl-{3-[{(1R)-1-[1-benzyl-4-(2,5-difluorophenyl)-1H-pyrrol-2-yl]-2,2-dimethylpropyl}(chloroacetyl)amino]propyl} carbamat C(N)(OCCC(N(C(CCl)=O)[C@H](C(C)(C)C)C=1N(C=C(C1)C1=C(C=CC(=C1)F)F)CC1=CC=CC=C1)CC[Si](C)(C)C)=O